C(#N)C=1C=NN(C1)C[C@](C(=O)NC1=CC(=C(C=C1)N=C=S)C(F)(F)F)(C)O (S)-3-(4-Cyano-1H-Pyrazol-1-Yl)-2-Hydroxy-N-(4-Isothiocyanato-3-(Trifluoromethyl)Phenyl)-2-Methylpropanamide